CC1=NC=CC=C1[C@@H](C)N(C(O)=O)C1=C(N=NN1C)C1=NC(=C(C=C1)NS(=O)(=O)C)C.C(C)(C)(C)OOC(C)(C)C1=CC=CC=C1 2-(t-butylperoxyisopropyl)benzene (R)-1-(2-methylpyridin-3-yl)ethyl-(1-methyl-4-(6-methyl-5-(methylsulfonamido)pyridin-2-yl)-1H-1,2,3-triazol-5-yl)carbamate